N1=C(C=NC=C1)C(C)(C1=NC=CN=C1)N1C=CC2=C(C=C(C=C12)C1=CN(C2=C(N=CC=C21)O)C)NS(=O)(=O)CC N-(1-(1,1-di(pyrazin-2-yl)ethyl)-6-(7-hydroxy-1-methyl-1H-pyrrolo[2,3-c]pyridin-3-yl)-1H-indol-4-yl)ethanesulfonamide